N[C@@]1(C([C@@H](CC1)NC=1C=2N(N=CC1C(=NC1=C(C=C(C=C1)O[Si](C)(C)C(C)(C)C)CC)N)C=C(C2)Br)(C)C)C 4-[[(1R,3S)-3-amino-2,2,3-trimethyl-cyclopentyl]amino]-6-bromo-N'-[4-[tert-butyl(dimethyl)silyl]-oxy-2-ethyl-phenyl]pyrrolo[1,2-b]pyridazine-3-carboxamidine